N-methyl-N-phenyl-2-((2-(piperidin-1-yl)quinazolin-4-yl)amino)ethane-1-sulfonamide CN(S(=O)(=O)CCNC1=NC(=NC2=CC=CC=C12)N1CCCCC1)C1=CC=CC=C1